C1(CCCCC1)P(C1=C(C=CC=C1)C1=C(C=C(C=C1C(C)C)C(C)C)C(C)C)C1CCCCC1 dicyclohexyl-(2',4',6'-tri-isopropyl-biphenyl-2-yl)-phosphine